(S)-3-benzyl-4-(hydroxymethyl)-1,3-oxazepan C(C1=CC=CC=C1)N1COCCC[C@H]1CO